((5-(tert-butyl)-8-hydroxyquinolin-7-yl)(pyridin-3-yl)methyl)butyramide C(C)(C)(C)C1=C2C=CC=NC2=C(C(=C1)C(C=1C=NC=CC1)C(C(=O)N)CC)O